(R)-4-(1-(4-cyclobutyl-2-methyl-5-(5-(tetrahydrofuran-2-yl)-4H-1,2,4-triazol-3-yl)benzoyl)piperidin-4-yl)benzonitrile C1(CCC1)C1=CC(=C(C(=O)N2CCC(CC2)C2=CC=C(C#N)C=C2)C=C1C1=NN=C(N1)[C@@H]1OCCC1)C